COC(=O)C1=NC(=C(N=C1)C1=CC=CC=C1)C1=CC=CC=C1.CN1N=NN=C1NC(C1=C(N=C(C=C1)C(F)(F)F)CSC1=NN=NN1C)=O N-(1-methyl-1H-tetrazol-5-yl)-2-(((1-methyl-1H-tetrazol-5-yl)thio)methyl)-6-(trifluoromethyl)nicotinamide methyl-5,6-diphenylpyrazine-2-carboxylate